N1=C(C=CC=C1)S(=O)(=O)N1C(CCC1)C(=O)NCC=1C(N(C(N(C1)C1=NC=C(C=C1)C(F)(F)F)=O)C(C)C)=O pyridin-2-ylsulfonyl-N-[[3-isopropyl-2,4-dioxo-1-[5-(trifluoromethyl)-2-pyridyl]pyrimidin-5-yl]methyl]pyrrolidine-2-carboxamide